CC1(OC2=C(O1)C=CC(=C2)C(C)N2C[C@@H](N(C[C@H]2C)C(=O)OCCCC)C)C butyl (2S,5R)-4-(1-(2,2-dimethylbenzo[d][1,3]dioxol-5-yl) ethyl)-2,5-dimethylpiperazine-1-carboxylate